OC=1C=CC(=NC1C)C=1N=NN(C1NC([O-])=O)C (4-(5-hydroxy-6-methylpyridin-2-yl)-1-methyl-1H-1,2,3-triazol-5-yl)carbamate